S(=O)(=O)(C1=CC=C(C)C=C1)N\N=C/1\C2(CC=CC2)\C(\CN(C1)C(=O)OC(C)(C)C)=N/NS(=O)(=O)C1=CC=C(C)C=C1 tert-butyl (6Z,10E)-6,10-bis(2-tosylhydrazineylidene)-8-azaspiro[4.5]dec-2-ene-8-carboxylate